2-azaspiro[4.5]decane-3-carboxylic acid C1NC(CC12CCCCC2)C(=O)O